CC1C2=CC=CC=C2CN1 methylisoindolin